4-(2-hydroxyethyl)1-piperazineethanesulfonic acid OCCN1CCN(CC1)CCS(=O)(=O)O